bis(3-aminopropyl)ethylene glycol NCCCC(C(CCCN)O)O